CN1N=CC=2C=NC=CC21 methyl-1H-pyrazolo[4,3-c]pyridine